OC1CC(N(C1)C([C@H](C(C)C)N1C(C2=CC=CC=C2C1)=O)=O)C(=O)N 4-hydroxy-1-((S)-3-methyl-2-(1-oxoisoindolin-2-yl)butyryl)pyrrolidine-2-carboxamide